C(C)(=O)N1CCC(CC1)(OC)C=1C(N(C2=C(C(=NC(=C2C1)N[C@H](C)C1=C(C(=CC=C1)C(F)F)F)C)C#CCN(C)C)C)=O (R)-3-(1-acetyl-4-methoxypiperidin-4-yl)-5-((1-(3-(difluoromethyl)-2-fluorophenyl)ethyl)Amino)-8-(3-(dimethylamino)propan-1-yn-1-yl)-1,7-dimethyl-1,6-naphthyridin-2(1H)-one